BrCCC#C 4-bromo-1-butyne